ClC=1C(=C(C=CC1F)[C@@H](NC(=O)N1[C@@H](C(NCC1)=O)C)C=1C=NC(=C(C1)Cl)C1CC1)F (2R)-N-((S)-(3-chloro-2,4-difluorophenyl)(5-chloro-6-cyclopropyl-pyridin-3-yl)methyl)-2-methyl-3-oxopiperazine-1-carboxamide